C1=CC=CC=2C3=CC=CC=C3C(C12)COC(=O)N[C@H](C(=O)O)CC=1C(=NC=C(C1)Cl)OCC1CC1 (S)-2-((((9H-fluoren-9-yl)methoxy)carbonyl)amino)-3-(5-chloro-2-(cyclopropylmethoxy)pyridin-3-yl)propanoic acid